C(C)(C)(C)OC(=O)N1CC2=CC=C(C=C2CC1)C#C.BrC1=NC(=CC=C1)C1=NN=CN1C=1C=NC=CC1 2-Bromo-6-(4-(pyridin-3-yl)-4H-1,2,4-triazol-3-yl)pyridine tert-butyl-6-ethynyl-3,4-dihydroisoquinoline-2(1H)-carboxylate